4-bromo-2-(tert-butyl)-1-iodobenzene BrC1=CC(=C(C=C1)I)C(C)(C)C